2-ethyl-1,5-dimethyl-2,3-dihydro-1H-pyrrole C(C)C1N(C(=CC1)C)C